bicyclo[2.2.1]heptane-2,6-diamine C12C(CC(CC1N)C2)N